C(C)OC1=C(C2=C(C3=C(O2)C(=C(C=C3)C3=CC=C(C(=C3O)F)OCCCCCC)F)C=C1)F 6-(7-ethoxy-4,6-difluorodibenzo[b,d]furan-3-yl)-2-fluoro-3-(hexyloxy)phenol